2-[1H-benzimidazol-2-yl-(5-fluoro-2-hydroxy-phenyl)-methyl]-6-[4-[2-(dimethylamino)-ethyl-methyl-amino]phenyl]-isoindolin-1-one N1C(=NC2=C1C=CC=C2)C(N2C(C1=CC(=CC=C1C2)C2=CC=C(C=C2)N(C)CCN(C)C)=O)C2=C(C=CC(=C2)F)O